cis-N-(2-fluoro-5-(1-methyl-1H-1,2,4-triazol-3-yl)-4-(trifluoromethyl)phenyl)-1-(5-(methoxymethyl)-1,3,4-oxadiazol-2-yl)-3-methyl-6-azabicyclo[3.1.1]heptane-6-carboxamide FC1=C(C=C(C(=C1)C(F)(F)F)C1=NN(C=N1)C)NC(=O)N1C2CC(CC1(C2)C=2OC(=NN2)COC)C